CON(C(=O)[C@@H]1CN(CC1)C(=O)OC(C)(C)C)C tert-Butyl (S)-3-(methoxy(methyl)carbamoyl)pyrrolidine-1-carboxylate